BrC=1C=C2C=CC=C(C2=CC1)OC(C(=O)O)C 2-[(6-bromonaphthalen-1-yl)oxy]propionic acid